NCC1CCN(CC1)C(=O)C1=C(C=C(C=C1)NC=1C=2N(C=CN1)C(=CN2)C2=CC(=C(C=C2)OC)F)Br [4-(aminomethyl)piperidin-1-yl]-[2-bromo-4-[[3-(3-fluoro-4-methoxyphenyl)imidazo[1,2-a]pyrazin-8-yl]amino]phenyl]methanone